[Br-].[Br-].C1(=CC=CC=C1)S(=O)C1=CC=CC=C1 diphenylsulfoxide dibromide